C(C(=C)C)(=O)OCCC[Si](OC)(OC)OC 3-methacryloxypropyltrimethoxy-silane